OC[C@@H]1CC[C@H](CC1)CNC(=O)C1=CC2=C(N(C(=N2)NC=2SC3=C(N2)C=CC(=C3)OC(F)(F)F)C)C=C1 1-Methyl-2-(6-trifluoromethoxy-benzothiazol-2-ylamino)-1H-benzoimidazole-5-carboxylic acid (trans-4-hydroxymethyl-cyclohexylmethyl)-amide